CC1C(OC=C1)=O methyl-furanone